4-chloro-2-methylphenoxyacetic acid ClC1=CC(=C(OCC(=O)O)C=C1)C